propyl-bis(dimethylamino)-2-propanol C(CC)C(C(C)O)(N(C)C)N(C)C